methyl 2-(2,3-difluorophenyl)-acetate FC1=C(C=CC=C1F)CC(=O)OC